(1R,2R)-1-(2-chloro-3-thienyl)cyclohexane-1,2-diol ClC=1SC=CC1[C@]1([C@@H](CCCC1)O)O